FC1=CC=C(C=C1)N1N=CC2=CC(=C(C=C12)C)N1CCN(C2(CC2)C1)C(=O)NC1=CC=CC=C1 7-(1-(4-fluorophenyl)-6-methyl-1H-indazol-5-yl)-N-phenyl-4,7-diazaspiro[2.5]octane-4-carboxamide